(2,6-dichloropyridin-4-yl)methyl (S)-2-((tertbutoxycarbonyl)(methyl)amino)-5-ureidopentanoate C(C)(C)(C)OC(=O)N([C@H](C(=O)OCC1=CC(=NC(=C1)Cl)Cl)CCCNC(=O)N)C